N-(cyanomethyl)-5-(5-(3,5-dichloro-4-fluorophenyl)-5-(trifluoromethyl)-4,5-dihydroisoxazol-3-yl)-5,6-dihydro-4H-thieno[2,3-c]pyrrole-2-carboxamide C(#N)CNC(=O)C1=CC2=C(CN(C2)C2=NOC(C2)(C(F)(F)F)C2=CC(=C(C(=C2)Cl)F)Cl)S1